CC1=NOC(=C1N=C=O)C 3,5-Dimethylisoxazol-4-ylisocyanat